C1=CC=C(C=2SC3=C(C21)C=CC=C3)[Mg]Br Dibenzo[b,d]thiophen-4-yl-magnesium bromide